tricresyl phosphorate P(OC1=CC=C(C=C1)C)(OC1=CC=C(C=C1)C)(OC1=CC=C(C=C1)C)=O